NC1=CC=C(CC2=CC=C(C=C2)CCCCCCC2=CC=C(C=C2)CC2=CC=C(C=C2)N)C=C1 1,6-bis[4-(4-aminobenzyl)phenyl]hexane